NC([C@H](C[C@H]1C(NCCC1)=O)NC(=O)[C@H]1N[C@@H]2CC([C@H]1CC2)(F)F)=O (1S,3S,4S)-N-[(1S)-2-amino-2-oxo-1-[[(3S)-2-oxo-3-piperidyl]methyl]ethyl]-5,5-difluoro-2-azabicyclo[2.2.2]octane-3-carboxamide